OC[C@H](C1(CC1)C)NC1=NC=C(C(=N1)C1=CNC2=C(C=CC=C12)P(C)(C)=O)C(F)(F)F (S)-(3-(2-((2-Hydroxy-1-(1-methylcyclopropyl)ethyl)amino)-5-(trifluoromethyl)pyrimidin-4-yl)-1H-indol-7-yl)dimethylphosphine oxide